1-bromo-5-(bromomethyl)-2-iodo-3-methyl-benzene BrC1=C(C(=CC(=C1)CBr)C)I